4-methoxy-5-(oxetan-2-yl)isobenzofuran-1(3H)-one COC1=C2COC(C2=CC=C1C1OCC1)=O